N2-(4,4-difluorocyclohexyl)-N4-(3,5-difluorophenyl)-6-(3,6-difluoropyridin-2-yl)-1,3,5-triazine-2,4-diamine FC1(CCC(CC1)NC1=NC(=NC(=N1)NC1=CC(=CC(=C1)F)F)C1=NC(=CC=C1F)F)F